BrC1=C(C(=NC=C1)OC)C(C)=O 1-(4-bromo-2-methoxypyridin-3-yl)ethan-1-one